C(C)C(CN(CN1N=NC2=C1C=CC(=C2)C)CC(CCCC)CC)CCCC Bis(2-ethylhexyl)[(5-methyl-1H-1,2,3-benzotriazol-1-yl)methyl]amin